Glutamyl-phenylalanine N[C@@H](CCC(=O)O)C(=O)N[C@@H](CC1=CC=CC=C1)C(=O)O